3-methoxypyrrolidine-1-sulfonamide trifluoroacetate FC(C(=O)O)(F)F.COC1CN(CC1)S(=O)(=O)N